(1R,2S,5S)-N-((S)-1-cyano-2-((S)-2-oxopyrrolidin-3-yl)ethyl)-3-((S)-3,3-dimethyl-2-propionamidobutanoyl)-6,6-dimethyl-3-azabicyclo[3.1.0]hexane-2-carboxamide C(#N)[C@H](C[C@H]1C(NCC1)=O)NC(=O)[C@@H]1[C@H]2C([C@H]2CN1C([C@H](C(C)(C)C)NC(CC)=O)=O)(C)C